BrC=1C=C(C=CC1)COC1=C(C=C(C=C1)C1C=2C(NC(C1)=O)=NNC2)OC 4-{4-[(3-bromophenyl)methoxy]-3-methoxyphenyl}-2H,4H,5H,6H,7H-pyrazolo[3,4-b]pyridin-6-one